propenyl borate B(OC=CC)([O-])[O-]